C(C)OCC1=CC(=C(C(=C1)OC)C=1C=NC(=C2C=CC=NC12)CCC(=O)O)OC 3-(8-(4-(ethoxymethyl)-2,6-dimethoxyphenyl)-1,6-naphthyridin-5-yl)propionic acid